4,5-Difluoro-6-methoxypyridin-3-amine FC1=C(C=NC(=C1F)OC)N